1-(3-Phenyl-1H-indol-1-yl)naphthalen-2-ol C1(=CC=CC=C1)C1=CN(C2=CC=CC=C12)C1=C(C=CC2=CC=CC=C12)O